FC1COCC(C1C(=O)NC=1SC(=C(N1)C(=O)N[C@@H]1CCC12CCC2)C)F 2-[3,5-difluoro-N-(tetrahydropyran-4-carbonyl)amino]-5-methyl-N-[(3R)-spiro[3.3]heptan-3-yl]-thiazole-4-carboxamide